tert-Butyl 4-(7-(8-ethynylnaphthalen-1-yl)-8-fluoro-2-(((2R,7aS)-2-fluorotetrahydro-1H-pyrrolizin-7a(5H)-yl)methoxy)-5-methoxypyrido[4,3-d]pyrimidin-4-yl)piperazine-1-carboxylate C(#C)C=1C=CC=C2C=CC=C(C12)C1=C(C=2N=C(N=C(C2C(=N1)OC)N1CCN(CC1)C(=O)OC(C)(C)C)OC[C@]12CCCN2C[C@@H](C1)F)F